FC(C)(F)C1=NN(C(=C1C)C(=O)NC1=CC(=NC=C1)S(N)(=O)=O)CC1C2(C13CC3)CC2 3-(1,1-difluoroethyl)-1-(dispiro[2.0.24.13]heptan-7-ylmethyl)-4-methyl-N-(2-sulfamoylpyridin-4-yl)-1H-pyrazole-5-carboxamide